C(C)(C)(C)OC(CCN1CC2=C(C=C(C=C2CC1)C=1N=C2C(=NC1)NC=C2C2=CC=C(C=C2)C(N(C)C)=O)C)=O 3-(6-(7-(4-(dimethylcarbamoyl)phenyl)-5H-pyrrolo[2,3-b]pyrazin-2-yl)-8-methyl-3,4-dihydroisoquinolin-2(1H)-yl)propanoic acid tert-butyl ester